C(C=C)(=O)NCCCCCCP(O)(O)=O (6-acrylamidohexyl)phosphonic acid